(5-(3-(1-methyl-1H-indazol-6-yl)-1,4-dihydro-thieno[2',3':4,5]cyclopenta[1,2-c]pyrazol-6-yl)pyridin-2-yl)(morpholino)methanone CN1N=CC2=CC=C(C=C12)C=1C2=C(NN1)C1=C(C2)SC(=C1)C=1C=CC(=NC1)C(=O)N1CCOCC1